ClC=1C(=C2CC(CC2=CC1)NC=1C=CC(=NC1)[C@@H](C(F)(F)F)N(C(=O)C1(CC1)NS(=O)(=O)C)C)F N-((1S)-1-(5-((5-Chloro-4-fluoro-2,3-dihydro-1H-inden-2-yl)amino)pyridin-2-yl)-2,2,2-trifluoroethyl)-N-methyl-1-(methylsulfonamido)-cyclopropane-1-carboxamide